trichloro-monofluorosilane Cl[Si](F)(Cl)Cl